FC=1C(=NC=C(C1)C(F)(F)F)ONC1=C(C=CC=C1)OC ((3-Fluoro-5-(trifluoromethyl)pyridin-2-yl)oxy)-2-methoxyaniline